[Na+].C([O-])([O-])=O.[K+] potassium carbonate, sodium salt